N1CC(C1)NC=1C=CC(=C(C(=O)N[C@H](C)C2=CC(=CC=C2)C=2SC(=CC2)CN2C[C@H](CC2)O)C1)C 5-(azetidin-3-ylamino)-N-((R)-1-(3-(5-(((S)-3-hydroxypyrrolidin-1-yl)methyl)thiophen-2-yl)phenyl)ethyl)-2-methylbenzamide